1-(6-methoxypyridin-3-yl)-7-methyl-1H-benzo[d]imidazol-2(3H)-one COC1=CC=C(C=N1)N1C(NC2=C1C(=CC=C2)C)=O